3-(pyrimidin-5-yl)propanoic acid N1=CN=CC(=C1)CCC(=O)O